7-bromo-6-fluoro-3,3,8-trimethyl-3,4-dihydro-1H-quinoxalin-2-one BrC1=C(C=C2NC(C(NC2=C1C)=O)(C)C)F